BrC#C[Si](C(C)C)(C(C)C)C(C)C 2-bromoethynyl(triisopropyl)silane